N-[[6-(2-tetrahydropyran-4-ylacetyl)-6-azaspiro[2.5]octan-2-yl]methyl]furo[2,3-c]pyridine-2-carboxamide O1CCC(CC1)CC(=O)N1CCC2(C(C2)CNC(=O)C2=CC=3C(=CN=CC3)O2)CC1